tert-butyl (1S,4R,6S)-6-(4-amino-3-(4-(pyridin-2-ylcarbamoyl)phenyl)-1H-pyrazolo[3,4-d]pyrimidin-1-yl)-2-azabicyclo[2.2.1]heptane-2-carboxylate NC1=C2C(=NC=N1)N(N=C2C2=CC=C(C=C2)C(NC2=NC=CC=C2)=O)[C@H]2C[C@@H]1CN([C@H]2C1)C(=O)OC(C)(C)C